((R)-1-(5-amino-3-(difluoromethyl)-2-fluorophenyl)ethyl)-2-methyl-6-(6-methyl-3,6-diazabicyclo[3.1.1]heptan-3-yl)pyrido[3,4-d]pyrimidin-4-amine NC=1C=C(C(=C(C1)[C@H](C)C1=C(N=CC=2N=C(N=C(C21)N)C)N2CC1N(C(C2)C1)C)F)C(F)F